(4R)-4-methyl-2-{[1-(1-methylcyclopropane-1-carbonyl)piperidin-4-yl]methyl}-N-{[(2S)-oxolan-2-yl]methyl}-8-(trifluoromethyl)-4,5-dihydro-2H-furo[2,3-g]indazole-7-carboxamide C[C@H]1C2=CN(N=C2C2=C(C1)OC(=C2C(F)(F)F)C(=O)NC[C@H]2OCCC2)CC2CCN(CC2)C(=O)C2(CC2)C